COC(=O)[C@H]1OC[C@H](C1)NC(=O)[C@]1(CC(=NO1)C1=CC(=CC(=C1)F)F)C=C (2s,4S)-4-[[(5S)-3-(3,5-difluorophenyl)-5-vinyl-4H-isoxazole-5-carbonyl]amino]-tetrahydrofuran-2-carboxylic acid methyl ester